C(C)(C)(C)C1(CNCC1)C(=O)[O-] 3-tert-butylpyrrolidine-3-carboxylate